ClC=1C=CC(=C(C1)C1=CC(N(C=C1OC)C(C(=O)NC1=CC(=C(C(=O)N)C=C1)F)CC)=O)C=1OC(=NN1)C(F)F 4-({2-[4-{5-chloro-2-[5-(difluoromethyl)-1,3,4-oxadiazol-2-yl]phenyl}-5-methoxy-2-oxopyridin-1(2H)-yl]butanoyl}amino)-2-fluorobenzamide